ClC=1C=CC=2N(C3=CC=C(C=C3C2C1)Cl)[C@@H]1[C@H]([C@@H](COC1)N=S(=O)(NC)C1=CC=C(C=C1)OC(F)(F)F)O N'-((3R,4R,5S)-5-(3,6-dichloro-9H-carbazol-9-yl)-4-hydroxytetrahydro-2H-pyran-3-yl)-N-methyl-4-(trifluoromethoxy)benzenesulfonimidoamide